(6-cyclopropyl-8-(7,7-difluorohexahydropyrrolo[1,2-a]pyrazin-2(1H)-yl)imidazo[1,2-a]pyridin-2-yl)methanamine C1(CC1)C=1C=C(C=2N(C1)C=C(N2)CN)N2CC1N(CC2)CC(C1)(F)F